Dimethyl-octadecyl-triethylsilylpropyl-ammonium bromide [Br-].C[N+](CCC[Si](CC)(CC)CC)(CCCCCCCCCCCCCCCCCC)C